CN(CCNC(=O)C=1C=C(C=CC1)C1=CC=C(C=C1)S(=O)(=O)N1C=C(C=C1)\C=C\C(NO)=O)C 4'-[3-((E)-2-Hydroxycarbamoyl-vinyl)-pyrrole-1-sulfonyl]-biphenyl-3-carboxylic acid (2-dimethylamino-ethyl)-amide